2-[(2R)-3-(3,4-Dihydro-1H-isochinolin-2-yl)-2-hydroxy-propyl]-6-[(1-ethyl-4-piperidyl)oxy]-4,4-dimethyl-3H-isochinolin-1-on C1N(CCC2=CC=CC=C12)C[C@H](CN1C(C2=CC=C(C=C2C(C1)(C)C)OC1CCN(CC1)CC)=O)O